CN1N=NC(=C1C=1C=C2C(=NC1)C1=C(N2C(C2CCOCC2)C2=CC=CC=C2)C(=NN1C)C(=O)N)C 6-(1,4-Dimethyl-1H-1,2,3-triazol-5-yl)-1-methyl-4-(phenyl(tetrahydro-2H-pyran-4-yl)methyl)-1,4-dihydropyrazolo[3',4':4,5]pyrrolo[3,2-b]pyridine-3-carboxamide